FC1=C(OC2=C(C=NC=C2)C=2C=NN(C2)C)C=CC(=C1)[N+](=O)[O-] 4-(2-fluoro-4-nitrophenoxy)-3-(1-methyl-1H-pyrazol-4-yl)pyridine